ClC1=C(C=C(C(=O)N2CC=3C(=NN4C3C(N(C[C@H]4CO)C(C)C4=CC=C(C=C4)S(=O)(=O)C)=O)C[C@H]2C)C=C1)C(F)(F)F (3R,7S)-2-(4-chloro-3-(trifluoromethyl)benzoyl)-7-(hydroxymethyl)-3-methyl-9-(1-(4-(methylsulfonyl)phenyl)ethyl)-1,2,3,4,8,9-hexahydropyrido[4',3':3,4]pyrazolo[1,5-a]pyrazin-10(7H)-one